(2s,5r)-5-(2-chlorophenyl)-1-(2-(2-chlorophenyl)pyrimidine-5-carbonyl)pyrrolidine-2-carboxylic acid ClC1=C(C=CC=C1)[C@H]1CC[C@H](N1C(=O)C=1C=NC(=NC1)C1=C(C=CC=C1)Cl)C(=O)O